BrC1=C(SC=C1)C(=O)N1C[C@@H](N(CC1)C1=C(C=CC=C1)N(S(=O)(=O)C=1C=CC2=C(C(=C(O2)C(=O)O)C)C1)CCC1=CC=CC=C1)C (S)-5-(N-(2-(4-(3-bromothiophene-2-carbonyl)-2-methylpiperazin-1-yl)phenyl)-N-phenethylsulfamoyl)-3-methylbenzofuran-2-carboxylic acid